ClC1=CC(=C(S1)C1=CC=C(C(=N1)C)O[C@@H]1C[C@H](CCC1)C(=O)OC)CN1N=NC(=C1)CC1CC1 methyl (1S,3S)-3-((6-(5-chloro-3-((4-(cyclopropylmethyl)-1H-1,2,3-triazol-1-yl)methyl)thiophen-2-yl)-2-methylpyridin-3-yl)oxy)cyclohexane-1-carboxylate